CN1C=C(C2=CC=CC=C12)SC#N 1-methyl-3-thiocyanato-1H-indole